2-(7-methoxynaphthalen-1-yl)ethylamine hydrochloride Cl.COC1=CC=C2C=CC=C(C2=C1)CCN